(4-iodophenyl)(1-tosyl-1,4-dihydroquinolin-3-yl)methanone tert-butyl-4-((4-hydroxy-7-methoxypyrido[3,2-d]pyrimidin-6-yl)oxy)piperidine-1-carboxylate C(C)(C)(C)OC(=O)N1CCC(CC1)OC=1C(=CC=2N=CN=C(C2N1)O)OC.IC1=CC=C(C=C1)C(=O)C1=CN(C2=CC=CC=C2C1)S(=O)(=O)C1=CC=C(C)C=C1